6-(phenylthio)hexylacrylic acid C1(=CC=CC=C1)SCCCCCCC(C(=O)O)=C